6-{5-chloro-2-[4-(hydroxymethyl)-1H-1,2,3-triazol-1-yl]Phenyl}pyrimidin-4-ol ClC=1C=CC(=C(C1)C1=CC(=NC=N1)O)N1N=NC(=C1)CO